FC(C1=NC(=CC(=C1)C1=NN(C=N1)/C=C(/C(=O)N)\C=1C=NC=C(C1)C#N)C(F)(F)F)(F)F (E)-3-(3-(2,6-bis(trifluoromethyl)pyridin-4-yl)-1H-1,2,4-triazol-1-yl)-2-(5-cyanopyridin-3-yl)acrylamide